3-chloro-4-cyano-N-(3-(furan-3-yl)-1H-indazol-5-yl)picolinamide ClC=1C(=NC=CC1C#N)C(=O)NC=1C=C2C(=NNC2=CC1)C1=COC=C1